C(CCCCCCCCCCC)C1=NC=CC(=C1)C(=O)O dodecyl-4-pyridinecarboxylic acid